CP([O-])(=O)CCC.[Ca+2].CP([O-])(=O)CCC calcium methyl-n-propylphosphinate